OC(C=CC(=O)O)C(CCCCC)O 4,5-dihydroxy-2-decenoic acid